C(C1CC(C(CC1)N)C(C)CC(C)C)C1CC(C(CC1)N)C(C)CC(C)C 4,4'-methylenebis(2-(4-methylpent-2-yl)cyclohexylamine)